C[C@@H]1CN(CCN1C)[C@@H](C(=O)NC=1C=CC=C2C(=CNC12)C1=NC(=NC=C1F)NC=1C(=NN(C1)C)OCC)C (2R)-2-[(3R)-3,4-dimethylpiperazin-1-yl]-N-(3-{2-[(3-ethoxy-1-methyl-1H-pyrazol-4-yl)amino]-5-fluoropyrimidin-4-yl}-1H-indol-7-yl)propanamide